N(C1=CC=CC=C1)C1=C(NC2=C1C(N(C=C2C)C)=O)C2=CC(=NC=C2)NC([C@@H](CC(F)F)C2=CC=C(C=C2)F)=O (2S)-N-[4-(3-Anilino-5,7-dimethyl-4-oxo-4,5-dihydro-1H-pyrrolo[3,2-c]pyridin-2-yl)pyridin-2-yl]-4,4-difluoro-2-(4-fluorophenyl)butanamid